(S)-3-(1-Acryloylpyrrolidin-3-yl)-7-amino-1-(4-(2,6-difluorophenoxy)phenyl)-1,5-dihydro-4H-pyrazolo[3,4-d]pyridazin-4-on C(C=C)(=O)N1C[C@H](CC1)C1=NN(C=2C(=NNC(C21)=O)N)C2=CC=C(C=C2)OC2=C(C=CC=C2F)F